C(=O)(O)C1=CC2=C(C[Se](C2)=O)C=C1 5-carboxy-1,3-dihydrobenzo[c]selenophene-2-oxide